Methyl 5-hydroxy-2-((3-oxo-1,3-dihydro-2H-pyrrolo[3,4-c]pyridin-2-yl)methyl)benzofuran-7-carboxylate Ethyl-4-formylnicotinate C(C)OC(C1=CN=CC=C1C=O)=O.OC=1C=C(C2=C(C=C(O2)CN2C(C=3C=NC=CC3C2)=O)C1)C(=O)OC